BrC1=C(C(=C(C=C1)C#C)F)F 1-bromo-4-ethynyl-2,3-difluorobenzene